C(#N)CC(=O)N Cyanoacetamid